5-(chloromethyl)-2-pyridinecarboxaldehyde ClCC=1C=CC(=NC1)C=O